2,6-diethoxyphenyl methacrylate C(C(=C)C)(=O)OC1=C(C=CC=C1OCC)OCC